COC=1C=C(C=CC1OC)C=1N=C2N(C(C1)=O)C=C(C=C2)N2CCN(CC2)CC 2-(3,4-dimethoxyphenyl)-7-(4-ethylpiperazin-1-yl)-4H-pyrido[1,2-a]pyrimidin-4-one